[3-(diethylsulfamoyl)phenyl]boronic acid C(C)N(S(=O)(=O)C=1C=C(C=CC1)B(O)O)CC